C1(=CC=CC=C1)[Li] phenyllithium